{4-[1-(4,4-dimethoxybutyl)piperidin-4-yl]phenyl}piperidine-2,6-dione COC(CCCN1CCC(CC1)C1=CC=C(C=C1)N1C(CCCC1=O)=O)OC